FC([C@](C(=O)N1CC2=CC(=CC(=C2C1)[C@H]1NCCC1)C=1C=C2C(=NC1)NC=C2C)(C)O)(F)F (R)-3,3,3-trifluoro-2-hydroxy-2-methyl-1-(6-(3-methyl-1H-Pyrrolo[2,3-b]pyridin-5-yl)-4-((S)-pyrrolidin-2-yl)isoindolin-2-yl)propan-1-one